CN1C(N(CC=2C1=NC=NC2)C2(CCN(CC2)C(C=C)=O)C)=O 1-methyl-3-(4-methyl-1-prop-2-enoyl-4-piperidinyl)-4H-pyrimido[4,5-d]pyrimidin-2-one